1-(8-Amino-7-fluoro-6-(8-methyl-2,3-dihydro-1H-pyrido[2,3-b][1,4]oxazin-7-yl)isoquinolin-3-yl)-3-((3S,4S)-3-fluorotetrahydro-2H-pyran-4-yl)urea NC=1C(=C(C=C2C=C(N=CC12)NC(=O)N[C@@H]1[C@@H](COCC1)F)C1=C(C2=C(OCCN2)N=C1)C)F